C(C)(=O)[Ru] acetylRuthenium